1-(2-(4-benzylthiazol-2-yl)-2-oxoethyl)-5-ethynylpyridin-2(1H)-one C(C1=CC=CC=C1)C=1N=C(SC1)C(CN1C(C=CC(=C1)C#C)=O)=O